3-[(2S)-2-[(tert-Butoxycarbonyl)amino]-3-methoxy-3-oxopropyl]-2-fluorophenoxymethylboronic acid C(C)(C)(C)OC(=O)N[C@@H](CC=1C(=C(OCB(O)O)C=CC1)F)C(=O)OC